O1C(C1)CC(=O)O 2-(oxiran-2-yl)acetic acid